FC(C(=CC=O)C(F)(F)F)(F)F 4,4,4-trifluoro-3-(trifluoromethyl)-2-butenal